1-(1-(2-(difluoromethyl)-1H-pyrazol-4-yl)-1H-1,2,4-triazol-4-ylpropyl)-5-methoxypyridin-2(1H)-one FC(N1NC=C(C1)N1N=CN(C1)CCCN1C(C=CC(=C1)OC)=O)F